C(C)(=O)C1C(C(O)=O)(O)O[C@H]([C@@H]([C@H]1OC(C)=O)N)[C@H](O)[C@H](O)COC(C)=O acetyl-4,9-di-O-acetyl-neuraminic acid